benzyl-2-{4-[2,4-bis(trichloromethyl)-s-triazin-6-yl]phenylthio}acetate C(C1=CC=CC=C1)OC(CSC1=CC=C(C=C1)C1=NC(=NC(=N1)C(Cl)(Cl)Cl)C(Cl)(Cl)Cl)=O